4-(2-Phenylchroman-5-yl)-3,6-dihydropyridine C1(=CC=CC=C1)C1OC2=CC=CC(=C2CC1)C=1CC=NCC1